N-(5-Cyclopropyl-1H-pyrazol-3-yl)-2-[4-(methylaminomethyl)-2-azabicyclo[2.1.1]hexan-2-yl]pyrimidin-4-amine C1(CC1)C1=CC(=NN1)NC1=NC(=NC=C1)N1C2CC(C1)(C2)CNC